(±)-4-(2-Oxo-1,4-dihydro-2H-quinazolin-3-yl)-piperidine-1-carboxylic acid [2-[1,4']bipiperidinyl-1'-yl-1-(7-isopropyl-1H-indazol-5-yl-methyl)-2-oxo-ethyl]-amide N1(CCCCC1)C1CCN(CC1)C([C@@H](CC=1C=C2C=NNC2=C(C1)C(C)C)NC(=O)N1CCC(CC1)N1C(NC2=CC=CC=C2C1)=O)=O |r|